7-(5-fluoro-2-pyridinyl)-N-[(3-methyl-1,2,4-oxadiazol-5-yl)methyl]-4-tetrahydropyran-4-yl-phthalazin-1-amine FC=1C=CC(=NC1)C1=CC=C2C(=NN=C(C2=C1)NCC1=NC(=NO1)C)C1CCOCC1